The molecule is a hydroxyaurone that is aurone substituted by hydroxy groups at positions 2', 4, 4' and 6' and bromo groups at positions 3' and 5' respectively. It is a hydroxyaurone and a dibromobenzene. It derives from an aurone. C1=C(C=C2C(=C1O)C(=O)/C(=C/C3=CC(=C(C(=C3O)Br)O)Br)/O2)O